NC1=CC=C2C(=N1)C(C[C@@H]2NC([C@H](C)NC(=O)C2NCC(C2)CC2=CC=C(C=C2)F)=O)(C)C N-((S)-1-(((S)-2-amino-7,7-dimethyl-6,7-dihydro-5H-cyclopenta[b]pyridin-5-yl)amino)-1-oxopropan-2-yl)-4-(4-fluorobenzyl)pyrrolidine-2-carboxamide